(R)-7-(2-Cyclopropyl-benzyl)-5-(2'-methoxy-4'-methyl-3,4,5,6-tetrahydro-2H-[1,3']bipyridinyl-4-yl)-2,4-dimethyl-2,4,5,7-tetrahydro-pyrazolo[3,4-d]pyrimidin-6-on C1(CC1)C1=C(CN2C(N([C@@H](C=3C2=NN(C3)C)C)C3CCN(CC3)C=3C(=NC=CC3C)OC)=O)C=CC=C1